but-3-yn-2-yl-carbamic acid tert-butyl ester C(C)(C)(C)OC(NC(C)C#C)=O